3-chloro-6-(3-chloro-2-fluorophenyl)-2-(4-methylbenzyl)-2,4,5,6-tetrahydro-7H-pyrazolo[3,4-c]pyridin-7-one ClC=1N(N=C2C(N(CCC21)C2=C(C(=CC=C2)Cl)F)=O)CC2=CC=C(C=C2)C